NC=1NC(C=2N=CN(C2N1)[C@H]1[C@H](O)[C@@H](O)[C@H](O1)COP(=O)(OP(=O)(OP(=O)(O)O)O)O)=O 2-amino-9-[5-O-(hydroxy{[hydroxy(phosphonooxy)phosphoryl]oxy}-phosphoryl)-β-D-xylofuranosyl]-1,9-dihydro-6H-purin-6-one